6-((1H-pyrazol-4-yl)sulfonyl)-2-((3,4-dihydro-2H-pyrido[3,2-b][1,4]oxazin-6-yl)methyl)phthalazin N1N=CC(=C1)S(=O)(=O)C=1C=C2C=NN(CC2=CC1)CC=1C=CC=2OCCNC2N1